O[C@H](COC=1C=C(C=CC1)S(=O)(=O)N)CNC1COC2(C1)CCN(CC2)S(=O)(=O)C2=CC1=CC=CC=C1C=C2 3-((2S)-2-hydroxy-3-(8-(naphthalen-2-ylsulfonyl)-1-oxa-8-azaspiro[4.5]decan-3-ylamino)propoxy)benzenesulfonamide